O[C@H]1[C@@H]([C@@H]2[C@@H](OC3=C2C=CC=C3CCCC(=O)[O-])C1)\C=C\[C@H]([C@@H](CC#CC)C)O.[Na+] |r| sodium (±)-(1R,2R,3aS,8bS)-2,3,3a,8b-tetrahydro-2-hydroxy-1-[(E)-(3S,4RS)-3-hydroxy-4-methyl-1-octen-6-ynyl]-1H-cyclopenta[b]benzofuran-5-butanoate